FC1=C(C=C(CNC(=O)NC2CC3(C2)CCC3)C=C1)OCC(F)(F)F 1-[4-fluoro-3-(2,2,2-trifluoro-ethoxy)-benzyl]-3-spiro[3.3]hept-2-yl-urea